1-(2-chlorophenyl)-4-(isoxazol-4-yl-amino)-7-(trifluoromethyl)quinazolin-2(1H)-one ClC1=C(C=CC=C1)N1C(N=C(C2=CC=C(C=C12)C(F)(F)F)NC=1C=NOC1)=O